2-(azidomethyl)-2'-ethyl-1,1'-biphenyl N(=[N+]=[N-])CC1=C(C=CC=C1)C1=C(C=CC=C1)CC